(R)-3-hydroxy-3-(2-methylphenyl)-propanal O[C@H](CC=O)C1=C(C=CC=C1)C